FC([C@H]1N(C(OC1)=O)C=1N=C2N(CCOC3=C2C=CC(=C3)N[C@H](C(N)=S)C)C1)F (S)-2-((2-((S)-4-(difluoromethyl)-2-oxooxazolidin-3-yl)-5,6-dihydrobenzo[f]imidazo[1,2-d][1,4]oxazepin-9-yl)amino)propanethioamide